N-(2-(1H-indol-3-yl)ethyl)-N-(2,3-dimethoxybenzyl)propan-2-amine N1C=C(C2=CC=CC=C12)CCN(C(C)C)CC1=C(C(=CC=C1)OC)OC